C(C)OC(C=C(CCCCCCCCCC(CCC)O)O)=O 3,13-dihydroxyhexadecenoic acid ethyl ester